O[C@]1(CN(CCC1)C=1C2=C(N=CN1)C=CN=C2)C 4-((R)-3-hydroxy-3-methylpiperidin-1-yl)pyrido[4,3-d]pyrimidin